(R)-4-((1-(3-(1,1-difluoro-2-hydroxyethyl)phenyl)ethyl)amino)-2-methylpyrimidin-5-ol FC(CO)(F)C=1C=C(C=CC1)[C@@H](C)NC1=NC(=NC=C1O)C